(R)-Ethyl 1-(4-chloro-3-(trifluoromethyl) benzoyl)-5-isobutyramido-2-methyl-1,2,3,6-tetrahydropyridine-4-carboxylate ClC1=C(C=C(C(=O)N2[C@@H](CC(=C(C2)NC(C(C)C)=O)C(=O)OCC)C)C=C1)C(F)(F)F